1-{3-[(3-chloro-2-oxo-1,2-dihydropyridin-4-yl)sulfanyl]-5-(hydroxymethyl)-1H-pyrazolo[3,4-b]pyrazin-6-yl}-N-(4-fluorophenyl)-4-methylpiperidine-4-carboxamide ClC=1C(NC=CC1SC1=NNC2=NC(=C(N=C21)CO)N2CCC(CC2)(C(=O)NC2=CC=C(C=C2)F)C)=O